(2-Aminothiazolo[5,4-b]pyridin-5-yl)-3-(4-fluorophenyl)-1-[2-(4-morpholinyl)ethyl]urea NC=1SC2=NC(=CC=C2N1)N(C(=O)NC1=CC=C(C=C1)F)CCN1CCOCC1